(2R)-1-[(4R)-4-benzyl-2-oxo-oxazolidin-3-yl]-3-(3,5-dimethoxy-4-methyl-phenyl)-2-inden-2-yloxy-propane-1,3-dione C(C1=CC=CC=C1)[C@H]1N(C(OC1)=O)C([C@@H](C(=O)C1=CC(=C(C(=C1)OC)C)OC)OC=1CC2=CC=CC=C2C1)=O